ClC1=CC=C(C=C1)C1=CC(=NC(=N1)C=1C=NC=CC1)N1CCN(CC1)CCN1CCOCC1 4-(2-(4-(6-(4-chlorophenyl)-2-(pyridin-3-yl)pyrimidin-4-yl)piperazin-1-yl)ethyl)morpholine